Ethyl 2-[acetyl(benzyl)amino]-7-chloro-6-hydroxy-1-benzothiophene-3-carboxylate C(C)(=O)N(C=1SC2=C(C1C(=O)OCC)C=CC(=C2Cl)O)CC2=CC=CC=C2